CC1=NC=C(C(=C1)C1=C(C=NC(=C1)C)C(=O)OC)C methyl 2',5',6-trimethyl-(4,4'-bipyridine)-3-carboxylate